NC1=C(C=C(C(=C1)OC)Br)O 2-amino-5-bromo-4-methoxyphenol